6-methyl-N-[rac-1-(aminooxymethyl)-2-(2,4-dimethylphenoxy)ethyl]-3-[3-(trifluoromethyl)phenoxy]pyridazine-4-amide CC1=CC(=C(N=N1)OC1=CC(=CC=C1)C(F)(F)F)C(=O)N[C@H](COC1=C(C=C(C=C1)C)C)CON |r|